(2-amino-1-(2-(hydroxymethyl)thiazol-5-yl)ethyl)-5-(5-chloropyridin-2-yl)-1H-pyrrole-2-carboxamide NCC(C1=CN=C(S1)CO)N1C(=CC=C1C1=NC=C(C=C1)Cl)C(=O)N